ClC1=NC=C(C(=C1)C1=C(C=NC(=C1)C)C(=O)NC=1SC(=NN1)OC[C@@H]1C[C@H](CC1)O)OC 2'-Chloro-N-(5-(((1S,3S)-3-hydroxycyclopentyl)methoxy)-1,3,4-thiadiazol-2-yl)-5'-methoxy-6-methyl-(4,4'-bipyridine)-3-carboxamide